ClC1=CC=C(S1)C=1OC2=C(C(C1OCC1=C(C(=O)NO)C=CC=C1)=O)C=CC=C2 (((2-(5-chlorothien-2-yl)-4-oxo-4H-benzopyran-3-yl)oxy)methyl)-N-hydroxybenzoamide